O1[C@@H](COCC1)COC=1N2CCC3=C(C2=C(C(C1)=O)C)C=CC(=C3)C=3CCN(CC3)C(=O)OCC ethyl 4-[4-[[(2S)-1,4-dioxan-2-yl]methoxy]-1-methyl-2-oxo-6,7-dihydrobenzo[a]quinolizin-9-yl]-3,6-dihydro-2H-pyridine-1-carboxylate